3-Ethyl-rhodanine 2-(((S)-1-(((S)-1,1-diphenylpropan-2-yl)amino)-1-oxopropan-2-yl)carbamoyl)-4-methoxypyridin-3-yl-benzoate Tetramethyl-orthocarbonate COC(OC)(OC)OC.C1(=CC=CC=C1)C([C@H](C)NC([C@H](C)NC(=O)C1=NC=CC(=C1OC(C1=CC=CC=C1)=O)OC)=O)C1=CC=CC=C1.C(C)N1C(SCC1=O)=S